NC=1C2=C(N=CN1)N(C(=C2C2=CC=C(C=C2)OC2=CC=CC=C2)I)C(/C(/N)=N/OC(COC)=O)C (Z)-2-(4-amino-6-iodo-5-(4-phenoxyphenyl)-7H-pyrrolo[2,3-d]pyrimidin-7-yl)-N'-(2-methoxyacetoxy)propanimidamide